9-(2,6-difluorophenyl)-3-methyl-16-thia-2,4,5,8-tetraazatetracyclo[8.6.0.02,6.011,15]Hexadeca-1(10),3,5,8,11(15)-penta-ene-13-carbaldehyde FC1=C(C(=CC=C1)F)C1=NCC2=NN=C(N2C=2SC=3CC(CC3C12)C=O)C